C(C#CC)OC1=C(C=C(C=C1)S(=O)(=O)C)C=1C=C(C(N(C1)C)=O)C 5-(2-but-2-ynoxy-5-methylsulfonylphenyl)-1,3-dimethylpyridin-2-one